tert-butyl 2-(7-hydroxyquinoxalin-2-yl)-2,8-diazaspiro[4.5]decane-8-carboxylate OC1=CC=C2N=CC(=NC2=C1)N1CC2(CC1)CCN(CC2)C(=O)OC(C)(C)C